undecafluorohexyl acrylate C(C=C)(=O)OCC(C(C(C(C(F)(F)F)(F)F)(F)F)(F)F)(F)F